FC1=C(C=CC(=C1)[N+](=O)[O-])C(CO)(CO)C 2-(2-fluoro-4-nitrophenyl)-2-methylpropane-1,3-diol